methyl (7S)-2-[(R)-hydroxy (phenyl) methyl]-3-[(1R,3R)-3-(methoxycarbonyl) cyclohexyl]-7-methyl-3h,6h,7h,8h,9h-imidazo[4,5-f]quinoline-6-carboxylate O[C@@H](C=1N(C=2C(=C3CC[C@@H](N(C3=CC2)C(=O)OC)C)N1)[C@H]1C[C@@H](CCC1)C(=O)OC)C1=CC=CC=C1